(R)-2-(4,4-dimethyl-1,4-azasilinan-1-yl)-4-((2-hydroxyethyl)sulfonamido)-N-(6-(3,3,3-trifluoro-2-hydroxypropoxy)pyridin-2-yl)benzamide C[Si]1(CCN(CC1)C1=C(C(=O)NC2=NC(=CC=C2)OC[C@H](C(F)(F)F)O)C=CC(=C1)NS(=O)(=O)CCO)C